(S)-5-(3-cyclopropyl-4-(1,1-difluoro-2-methoxyethyl)phenyl)-6-methyl-3,6-dihydro-2H-1,3,4-oxadiazin-2-one C1(CC1)C=1C=C(C=CC1C(COC)(F)F)C1=NNC(O[C@H]1C)=O